C1(CCCC1)C(C(=O)O)(O)C1=CC=CC=C1 Cyclopentyl-Mandelic Acid